2-(1-(4-(1H-pyrazol-4-yl)thiophen-2-yl)cyclopropyl)-5,6,7,8-tetrahydropyrido[4,3-d]pyrimidin-4(3H)-one N1N=CC(=C1)C=1C=C(SC1)C1(CC1)C=1NC(C2=C(N1)CCNC2)=O